[Si](C)(C)(C(C)(C)C)OCCCC1=C(NC2=C(C(=CC=C12)Cl)C=1C(=NN(C1C)C)CO)C(=O)OCC ethyl 3-{3-[(tert-butyldimethylsilyl)oxy]propyl}-6-chloro-7-[3-(hydroxymethyl)-1,5-dimethyl-1H-pyrazol-4-yl]-1H-indole-2-carboxylate